1-(4-(3-(4-chloro-3-fluorophenyl)-1,2,4-oxadiazol-5-yl)piperidin-1-yl)-2-(1-methyl-1H-1,2,4-triazol-5-yl)ethan-1-one ClC1=C(C=C(C=C1)C1=NOC(=N1)C1CCN(CC1)C(CC1=NC=NN1C)=O)F